BrC1=C(C=C2C=NNC2=C1F)NC1=CC(=CC=C1)F 6-Bromo-7-fluoro-N-(3-fluorophenyl)-1H-indazol-5-amine